C(C)(C)N1C(=NN=C1)C1=CC=CC(=N1)N1C(N(CC1)C1=CC=C(C=C1)N1C(COCC1C)=O)=O 4-(4-(3-(6-(4-isopropyl-4H-1,2,4-triazol-3-yl)pyridin-2-yl)-2-oxoimidazolidin-1-yl)phenyl)-5-methylmorpholin-3-one